C(C1=CC=C(C=C1)OC)(=O)N(C1=NC=C(C(=N1)OC)O)C(C1=CC=C(C=C1)OC)=O 2-[bis(p-anisoyl)amino]-4-methoxy-pyrimidin-5-ol